N1=C2N(C=C1C=1C=C(C=CC1OC1=CC=C(C=C1)C(F)(F)F)S(=O)(=O)NCC)CCC2 3-(6,7-dihydro-5H-pyrrolo[1,2-a]imidazol-2-yl)-N-ethyl-4-[4-(trifluoromethyl)phenoxy]benzene-1-sulfonamide